6-(4-chlorophenyl)-8-methyl-2-(methylsulfonyl)pyrido[2,3-d]pyrimidin ClC1=CC=C(C=C1)C1=CC2=C(N=C(N=C2)S(=O)(=O)C)N(C1)C